(R)-7-fluoro-N-hydroxy-1,3,4,6,11,11a-hexahydro-[1,4]oxazino[4,3-b]isoquinoline-9-carboxamide FC1=CC(=CC=2C[C@H]3N(CC12)CCOC3)C(=O)NO